N=1C2=C(OCC1)C=CC1=CC=CC=C12 [3H]-naphtho[2,1-b](1,4)oxazine